2-(3-chloro-4-fluorophenyl)-2-{[4-(1,3-dioxolan-2-yl)-1H-1,3-benzodiazol-2-yl]amino}propyl 2,2-dimethylpropanoate CC(C(=O)OCC(C)(NC1=NC2=C(N1)C=CC=C2C2OCCO2)C2=CC(=C(C=C2)F)Cl)(C)C